3-(5-(4-(4-(4-amino-3-(4-phenoxyphenyl)-1H-pyrazolo[3,4-d]pyrimidin-1-yl)-[1,4'-bipiperidine]-1'-carbonyl)piperazin-1-yl)-1-oxoisoindolin-2-yl)piperidine-2,6-dione NC1=C2C(=NC=N1)N(N=C2C2=CC=C(C=C2)OC2=CC=CC=C2)C2CCN(CC2)C2CCN(CC2)C(=O)N2CCN(CC2)C=2C=C1CN(C(C1=CC2)=O)C2C(NC(CC2)=O)=O